ClC=1C=CC(=C(C1)[C@@H]1N(CCC1)C1=NC=2N(C=C1)N=CC2C(=O)O)F (R)-5-(2-(5-chloro-2-fluorophenyl)pyrrolidin-1-yl)pyrazolo[1,5-a]pyrimidine-3-carboxylic acid